CN(C)[Si](C)(C)N(C(C)C)[Si](OC)(OC)OC ((Dimethylamino)DIMETHYLSILYL)(trimethoxysilyl)(isopropyl)amine